2,3,4-trifluorobenzyl alcohol FC1=C(CO)C=CC(=C1F)F